Dimethyl (S)-2-((3-chlorophenoxy)methyl)succinate ClC=1C=C(OC[C@@H](C(=O)OC)CC(=O)OC)C=CC1